(3-(((benzyloxy)carbonyl)amino)cyclohexyl)(methyl)carbamic acid benzyl ester C(C1=CC=CC=C1)OC(N(C)C1CC(CCC1)NC(=O)OCC1=CC=CC=C1)=O